ethyl 2-(3-(difluoromethyl)-4H-1,2,4-triazol-4-yl)acetate FC(C1=NN=CN1CC(=O)OCC)F